CC1(OB(OC1(C)C)C=1C=CC(=NC1)N1CCC(CC1)NC(OC(C)(C)C)=O)C tert-butyl (1-(5-(4,4,5,5-tetramethyl-1,3,2-dioxaborolan-2-yl)pyridin-2-yl)piperidin-4-yl)carbamate